2-(4-(2-(4-chloro-2-fluorophenyl)-2-methylbenzo[d][1,3]dioxol-4-yl)benzyl)-1-(((S)-tetrahydrofuran-2-yl)methyl)-1H-benzo[d]imidazol-6-carboxylic Acid ClC1=CC(=C(C=C1)C1(OC2=C(O1)C=CC=C2C2=CC=C(CC1=NC3=C(N1C[C@H]1OCCC1)C=C(C=C3)C(=O)O)C=C2)C)F